6-((7-((1-Aminocyclopropyl)methoxy)-6-methoxyquinolin-4-yl)oxy)-N-methyl-1-naphthamide hydrochloride Cl.NC1(CC1)COC1=C(C=C2C(=CC=NC2=C1)OC=1C=C2C=CC=C(C2=CC1)C(=O)NC)OC